(P)-3-chloro-4-((5-fluoropyridin-2-yl)methoxy)-2'-(2-(2-hydroxypropan-2-yl)-5-methylpyrimidin-4-yl)-5',6-dimethyl-2H-[1,4'-bipyridin]-2-one ClC=1C(N(C(=CC1OCC1=NC=C(C=C1)F)C)C1=CC(=NC=C1C)C1=NC(=NC=C1C)C(C)(C)O)=O